1-(4-hydroxy-2-(5-p-tolyl-1H-imidazol-2-yl)piperidin-1-yl)-2-methylbutan-1-one OC1CC(N(CC1)C(C(CC)C)=O)C=1NC(=CN1)C1=CC=C(C=C1)C